C12(CC(C1)C2)NS(=O)(=O)C2=C(C=C(C=C2)NC([C@H](CC2=CC=CC=C2)NC(=O)C2=NC=C(C=C2)F)=O)C (S)-N-(1-(4-(N-bicyclo[1.1.1]pent-1-ylsulfamoyl)-3-methylphenylamino)-1-oxo-3-phenylprop-2-yl)-5-fluoropyridinamide